3-(5-Phenyl-oxazol-2-ylamino)phenylmethanol C1(=CC=CC=C1)C1=CN=C(O1)NC=1C=C(C=CC1)CO